(2s,3s)-2,3-dibromosuccinic acid Br[C@@H](C(=O)O)[C@H](C(=O)O)Br